FC1(CC(C1)C=1C(=NN(C1NC(C[C@H]1C(C(C1)(F)F)(F)F)=O)C)C1=CC=C(C=C1)OC(F)(F)F)F (R)-N-(4-(3,3-difluorocyclobutyl)-1-methyl-3-(4-(trifluoromethoxy)phenyl)-1H-pyrazol-5-yl)-2-(2,2,3,3-tetrafluorocyclobutyl)acetamide